C(C)OC=1C=C(C(=O)[O-])C=C(C1OC)OC 3-ethoxy-4,5-dimethoxybenzoate